benzyl (3S)-3-(4-bromophenyl)-3-((2S,4R)-4-hydroxy-1-(3-methyl-2-(3-methylisoxazol-5-yl)butanoyl)pyrrolidine-2-carboxamido)propanoate BrC1=CC=C(C=C1)[C@H](CC(=O)OCC1=CC=CC=C1)NC(=O)[C@H]1N(C[C@@H](C1)O)C(C(C(C)C)C1=CC(=NO1)C)=O